CC1=CC(=NC=C1B1OC(C(O1)(C)C)(C)C)C(=O)OC methyl 4-methyl-5-(4,4,5,5-tetramethyl-1,3,2-dioxaborolan-2-yl)picolinate